5-(4-((1S,2R)-2-isopropylcyclopropyl)pyrrolo[1,2-b]pyridazin-2-yl)pyrimidine C(C)(C)[C@@H]1[C@H](C1)C=1C=2N(N=C(C1)C=1C=NC=NC1)C=CC2